BrC=1C=C2C(=NC1)C=NN2CC=2C=NC=C(C2)OC(F)F 6-bromo-1-((5-(difluoromethoxy)pyridin-3-yl)methyl)-1H-pyrazolo[4,3-b]pyridine